NC1=NC=2C=CC(=CC2C2=C1COC2)C(=O)N(CC2=NC=C(C=C2)C(F)(F)F)C(COC)COC 4-amino-N-(1,3-dimethoxy-2-propanyl)-N-((5-(trifluoromethyl)-2-pyridinyl)methyl)-1,3-dihydrofuro[3,4-c]quinoline-8-carboxamide